5-{3-(cyanometh-yl)-3-[4-(7H-pyrrolo[2,3-d]-pyrimidin-4-yl)-1H-pyrazol-1-yl]azetidin-1-yl}-N-isopropylpyrazine-2-carboxamide C(#N)CC1(CN(C1)C=1N=CC(=NC1)C(=O)NC(C)C)N1N=CC(=C1)C=1C2=C(N=CN1)NC=C2